FC(S(=O)(=O)N1C(C=2C(C1=O)=CC=CC2)=O)(F)F N-(trifluoromethanesulfonyl)phthalimide